C1(CCCCC1)[C@@H](C)N (R)-1-cyclohexylethan-1-amine